N-[2-[1-(4-cyano-3-fluoro-2-thienyl)ethyl-cyclopropyl-amino]ethyl]carbamic acid tert-butyl ester C(C)(C)(C)OC(NCCN(C1CC1)C(C)C=1SC=C(C1F)C#N)=O